The molecule is an aminodisaccharide that is 2-acetamido-2-deoxy-beta-D-glucopyranose in which the hydroxy group at position 6 has been glycosylated by an alpha-D-mannopyranosyl group. It is an amino disaccharide and a member of acetamides. It derives from a N-acetyl-beta-D-glucosamine and an alpha-D-mannose. CC(=O)N[C@@H]1[C@H]([C@@H]([C@H](O[C@H]1OC[C@@H]2[C@H]([C@@H]([C@@H]([C@H](O2)O)O)O)O)CO)O)O